FC=1C=C2C=3C(=C(NC3C1)C1=CC=C(C=C1)CN1CCNCC1)CCNC2=O 8-fluoro-2-[4-(piperazin-1-ylmethyl)phenyl]-1,3,4,5-tetrahydro-6H-azepino[5,4,3-cd]indol-6-one